N-(4-hydroxy-3-((N-isopropylsulfamoyl)amino)phenyl)-4'-(trifluoromethyl)-[1,1'-biphenyl]-4-carboxamide OC1=C(C=C(C=C1)NC(=O)C1=CC=C(C=C1)C1=CC=C(C=C1)C(F)(F)F)NS(NC(C)C)(=O)=O